(4-Formylphenyl)trimethylammonium trifluoromethanesulfonate FC(S(=O)(=O)[O-])(F)F.C(=O)C1=CC=C(C=C1)[N+](C)(C)C